F.SC=1NC2=C(N1)C=CC(=C2)C 2-mercapto-5-methylbenzimidazole hydrofluoric acid salt